N-(((4-bromopyridin-2-yl)methyl)(methyl)(oxo)-λ6-sulfanylidene)-2,2,2-trifluoroacetamide BrC1=CC(=NC=C1)CS(=NC(C(F)(F)F)=O)(=O)C